(E)-4-(4-chlorobut-2-enamido)-3-cyano-N-(6-(7-methyl-2,3-dihydro-1H-benzo[d]pyrrolo[1,2-a]imidazol-6-yl)pyridin-2-yl)benzamide ClC/C=C/C(=O)NC1=C(C=C(C(=O)NC2=NC(=CC=C2)C=2C(=CC3=C(N=C4N3CCC4)C2)C)C=C1)C#N